FCC1(CNC1)OC 3-(fluoromethyl)-3-methoxyazetidin